COCCN(C1=NC=NC2=C1SC=1N=NC(=C(C12)C)C)C N-(2-methoxyethyl)-N,3,4-trimethylpyrimido[4',5':4,5]thieno[2,3-c]pyridazin-8-amine